C(#N)C1=C(C=C(C2=CN(N=C12)CC1=CC=C(C=C1)OC)N1[C@@H](CCC1)C)OS(=O)(=O)C(F)(F)F (R)-trifluoromethanesulfonic acid 7-cyano-2-(4-methoxybenzyl)-4-(2-methylpyrrolidin-1-yl)-2H-indazol-6-yl ester